potassium tin [Sn].[K]